6-(trifluoromethyl)benzo[B]thiophen-3(2H)-one-1,1-dioxide FC(C=1C=CC2=C(S(CC2=O)(=O)=O)C1)(F)F